N-(1-([1,1'-biphenyl]-4-yl)ethyl)-4-methylbenzenesulfonamide C1(=CC=C(C=C1)C(C)NS(=O)(=O)C1=CC=C(C=C1)C)C1=CC=CC=C1